rel-(4aS,7S,7aS)-7-(benzyloxy)-octahydrocyclopenta[b][1,4]oxazin-3-one C(C1=CC=CC=C1)O[C@H]1CC[C@H]2[C@@H]1OCC(N2)=O |o1:8,11,12|